phenyl (4-(2,2-difluorocyclopropyl)phenyl)carbamate FC1(C(C1)C1=CC=C(C=C1)NC(OC1=CC=CC=C1)=O)F